ClC1=C(C(=O)N(C2(CC2)C#N)COC(/C=C/C(=O)O)=O)C=C(C=C1)C=1C=NN(C1)C=1N(N=C(C1C(F)(F)F)C(C(F)(F)F)(F)F)C (2E)-4-{[{2-Chloro-5-[2'-methyl-5'-(pentafluoroethyl)-4'-(trifluoromethyl)-2'H-[1,3'-bipyrazol]-4-yl]benzoyl}(1-cyanocyclopropyl)amino]methoxy}-4-oxobut-2-enoic acid